3-(methylsulfonyl)propane-1-sulfonyl chloride CS(=O)(=O)CCCS(=O)(=O)Cl